vanadium iron-titanium [Ti].[Fe].[V]